ClC1=C(C=C(C(=O)N2CC=3C(=NN4C3C(N(C[C@H]4C)C(C)C=4C=NC(=NC4)C(=C)C)=O)C[C@H]2C)C=C1)OC(F)(F)F (3R,7R)-2-(4-Chloro-3-(trifluoromethoxy)benzoyl)-3,7-dimethyl-9-(1-(2-(prop-1-en-2-yl)pyrimidin-5-yl)ethyl)-1,2,3,4,8,9-hexahydropyrido[4',3':3,4]pyrazolo[1,5-a]pyrazin-10(7H)-one